4-[2-[4-[5-(2-methoxyethyl)-1-[4-(trifluoromethoxy)phenyl]pyrazol-3-yl]piperazin-1-yl]ethyl]morpholine COCCC1=CC(=NN1C1=CC=C(C=C1)OC(F)(F)F)N1CCN(CC1)CCN1CCOCC1